CC(C)(C)C1=CC(=C(C(=C1)C(C)(C)C)O)C 4,6-di(1,1-dimethyl-ethyl)-2-methyl-phenol